8-acetyl-2-(4-(trifluoromethyl)phenyl)octahydro-4H-pyrazino[1,2-a]pyrazin-4-one C(C)(=O)N1CC2N(C(CN(C2)C2=CC=C(C=C2)C(F)(F)F)=O)CC1